1-((2-(2,6-dioxopiperidin-3-yl)-7-fluoro-1-oxoisoindoline-5-yl)methyl)piperidine O=C1NC(CCC1N1C(C2=C(C=C(C=C2C1)CN1CCCCC1)F)=O)=O